C(C)OP(C1=CC=C(C=C1)C1=CC=CC=C1)C1=CC=C(C=C1)C1=CC=CC=C1 ethoxybis(4-phenylphenyl)phosphine